1-(2,6-difluorobenzyl)-5-((dimethylamino)methyl)-3-(6-methoxypyridazin-3-yl)-6-(4-nitrophenyl)thieno[2,3-d]pyrimidine-2,4(1H,3H)-dione FC1=C(CN2C(N(C(C3=C2SC(=C3CN(C)C)C3=CC=C(C=C3)[N+](=O)[O-])=O)C=3N=NC(=CC3)OC)=O)C(=CC=C1)F